D-ribofuranosyl-3-pyridinecarboxamide C1([C@H](O)[C@H](O)[C@H](O1)CO)C1=NC=CC=C1C(=O)N